7-cyano-4-(ethylamino)-N-(2-(piperidin-2-yl)ethyl)-5H-pyrido[3,2-b]indole-3-carboxamide C(#N)C=1C=CC=2C3=C(NC2C1)C(=C(C=N3)C(=O)NCCC3NCCCC3)NCC